C1(=CC=CC=C1)C(CCNCC(=O)O)C1=CC=CC=C1 (3,3-diphenylpropyl)glycine